methyl 6-((3-(1-(1-(tert-butoxycarbonyl)piperidin-4-yl)cyclopropyl)propyl)(4-methoxybenzyl)-amino)picolinate C(C)(C)(C)OC(=O)N1CCC(CC1)C1(CC1)CCCN(C1=CC=CC(=N1)C(=O)OC)CC1=CC=C(C=C1)OC